N-((S)-(4,4-difluorocyclohexyl)(5-((S)-2-methoxy-1-((S)-2-oxo-4-(trifluoromethyl)imidazolidin-1-yl)ethyl)benzo[d]oxazol-2-yl)methyl)-1-isopropyl-1H-pyrazole-5-carboxamide FC1(CCC(CC1)[C@H](NC(=O)C1=CC=NN1C(C)C)C=1OC2=C(N1)C=C(C=C2)[C@@H](COC)N2C(N[C@@H](C2)C(F)(F)F)=O)F